FC=1C=2N(C=C(C1)NC(=O)C1=CN=C(C3=C1N=NC=C3)N3C[C@H](N([C@H](C3)C)C(=O)OC(C)(C)C)C)C=C(N2)C tert-butyl (2R,6S)-4-[8-[(8-fluoro-2-methyl-imidazo[1,2-a]pyridin-6-yl)carbamoyl]pyrido[4,3-c]pyridazin-5-yl]-2,6-dimethyl-piperazine-1-carboxylate